N12CC(C(CC1)CC2)NC(=O)C=2C=C1C(=CN2)OC=C1 furo[2,3-c]pyridine-5-carboxylic acid (1-aza-bicyclo[2.2.2]oct-3-yl)-amide